3-methyl-N-(7-methyl-[1,2,4]triazolo[1,5-a]pyridin-6-yl)-1-(tetrahydrofuran-3-yl)-1H-pyrazolo[3,4-d]pyrimidin-6-amine CC1=NN(C2=NC(=NC=C21)NC=2C(=CC=1N(C2)N=CN1)C)C1COCC1